(3S)-3-(1-cyclopentyl-5-(2-(trifluoromethyl)phenyl)-1H-pyrazole-3-carboxamido)-5-(3,3-difluoropiperidin-1-yl)-2-methylpentanoic acid C1(CCCC1)N1N=C(C=C1C1=C(C=CC=C1)C(F)(F)F)C(=O)N[C@H](C(C(=O)O)C)CCN1CC(CCC1)(F)F